1-({2-[(2R)-2-(4-chlorophenyl)-2-hydroxyethyl]-2H-1,2,3,4-tetrazol-5-yl}methyl)-3-methyl-2,4-dioxo-1,2,3,4-tetrahydropyrimidine-5-carboxylic acid ClC1=CC=C(C=C1)[C@H](CN1N=C(N=N1)CN1C(N(C(C(=C1)C(=O)O)=O)C)=O)O